1,3,5-tri(3,5-difluoro-4-carboxyphenyl)benzene FC=1C=C(C=C(C1C(=O)O)F)C1=CC(=CC(=C1)C1=CC(=C(C(=C1)F)C(=O)O)F)C1=CC(=C(C(=C1)F)C(=O)O)F